trans-N-(8-amino-7-fluoro-6-(4-methylpyridin-3-yl)isoquinolin-3-yl)-2-(1H-imidazol-5-yl)cyclopropane-1-carboxamide NC=1C(=C(C=C2C=C(N=CC12)NC(=O)[C@H]1[C@@H](C1)C1=CN=CN1)C=1C=NC=CC1C)F